1-cyclopropyl-N-(3-(dimethylamino)propyl)-1H-1,2,3-triazole-4-carboxamide C1(CC1)N1N=NC(=C1)C(=O)NCCCN(C)C